Dimethyl-germanium dichloride C[Ge](C)(Cl)Cl